N1=C(C=C2C1=CC=N2)C=O pyrrolopyrrolealdehyde